CC1(OC2=C(C=N1)C=CC=C2)C 2,2-dimethyl-2H-benzo[1,3]oxazine